(N-(2-aminoethyl)-3-aminopropyl)methyldimethoxysilane NCCNCCC[Si](OC)(OC)C